N-[(2-aminoquinolin-7-yl)methyl]-N-(1-oxo-1,2,3,4-tetrahydroisoquinolin-8-yl)pyridine-3-carboxamide NC1=NC2=CC(=CC=C2C=C1)CN(C(=O)C=1C=NC=CC1)C=1C=CC=C2CCNC(C12)=O